1-(2-methyl-1-pentylindol-3-yl)-2-phenylethanone CC=1N(C2=CC=CC=C2C1C(CC1=CC=CC=C1)=O)CCCCC